2-Mercapto-4-methyl-5-thiazoleacetic acid SC=1SC(=C(N1)C)CC(=O)O